3-methyl-5-(N-(naphthalen-1-ylmethyl)sulfamoyl)benzofuran-2-carboxylic acid ethyl ester C(C)OC(=O)C=1OC2=C(C1C)C=C(C=C2)S(NCC2=CC=CC1=CC=CC=C21)(=O)=O